[6,7-dichloro-10-(1H-pyrazol-4-yl)-3,4-dihydro-1H-pyrazino[1,2-a]indol-2-yl]-(1,4-dioxan-2-yl)methanone ClC1=C(C=CC=2C(=C3N(C12)CCN(C3)C(=O)C3OCCOC3)C=3C=NNC3)Cl